FC1=CC=C(C=C1)C1=CC(=CN1S(=O)(=O)C1=CC=C(C=C1)OC(F)(F)F)CNC([2H])([2H])[2H] N-((5-(4-fluorophenyl)-1-((4-(trifluoromethoxy)phenyl)sulfonyl)-1H-pyrrol-3-yl)methyl)methan-d3-amine